BrC1=CC(=C(C=N1)C(=O)O)I 6-Bromo-4-iodo-pyridine-3-carboxylic acid